N-β-aminoethyl-γ-aminoPropyltrimethoxysilane NCCNCCC[Si](OC)(OC)OC